4-{[6-(5-chloro-2-fluoro-phenyl)pyridazin-4-yl]-amino}-N-methyl-N-[2-(4-methylpiperazin-1-yl)-ethyl]-1H-pyrrolo[2,3-b]-pyridine-2-carboxamide ClC=1C=CC(=C(C1)C1=CC(=CN=N1)NC1=C2C(=NC=C1)NC(=C2)C(=O)N(CCN2CCN(CC2)C)C)F